3-(4-(4-(2-(((1r,4r)-4-aminocyclohexyl)(methyl)amino)ethyl)piperazin-1-yl)phenyl)piperidine-2,6-dione NC1CCC(CC1)N(CCN1CCN(CC1)C1=CC=C(C=C1)C1C(NC(CC1)=O)=O)C